BrC=1C(=NC(=C(C1)[N+](=O)[O-])F)OCC(F)F 3-bromo-2-(2,2-difluoroethoxy)-6-fluoro-5-nitropyridine